C(#N)[C@H](CC(=O)O)CC(C)C (S)-3-cyano-5-methylhexanoic acid